ClC1=C(C=CC=C1)C(C(C)(C)NC(=O)C=1C=C2C(=NC1C)N(C=C2)C)C N-(3-(2-chlorophenyl)-2-methylbutan-2-yl)-1,6-dimethyl-1H-pyrrolo[2,3-b]pyridine-5-carboxamide